2-methylpropan-2-yl 6-methylidene-1,4-oxaazepane-4-carboxylate C=C1CN(CCOC1)C(=O)OC(C)(C)C